2-(4-chloro-3-(hydroxymethyl)pyridin-2-yl)-7,7-dimethyl-7,8-dihydro-2H-cyclopenta[4,5]pyrrolo[1,2-a]pyrazin-1(6H)-one ClC1=C(C(=NC=C1)N1C(C=2N(C=C1)C1=C(C2)CC(C1)(C)C)=O)CO